2-(2-bromophenyl)-5-methyl-piperidine BrC1=C(C=CC=C1)C1NCC(CC1)C